C(C)[Al]C ethylmethylaluminum